2-ethylhexyl-2-cyano-3,3-diphenylpropionate C(C)C(COC(C(C(C1=CC=CC=C1)C1=CC=CC=C1)C#N)=O)CCCC